(S)-3-fluoro-4-(((6-(3-methylpiperazin-1-yl)pyrazin-2-yl)oxy)methyl)benzonitrile FC=1C=C(C#N)C=CC1COC1=NC(=CN=C1)N1C[C@@H](NCC1)C